[Ge].C1=CC=CC2=CC3=CC4=CC=CC=C4C=C3C=C12 naphthacene germanium